COC=1C(=C2C=CNC2=C(C1)C)CN1C(CN(C(C1)=O)C)C1=CC=C(C(=O)O)C=C1 4-(1-((5-Methoxy-7-methyl-1H-indol-4-yl)methyl)-4-methyl-5-oxopiperazin-2-yl)benzoic acid